2,4,4,7-Tetramethyl-oct-6-en CC(C)CC(CC=C(C)C)(C)C